N-(1-(2-hydroxy-2-methylpropyl)-3-(2-isopropoxyphenyl)-1H-pyrazol-4-yl)pyrazolo[1,5-a]pyrimidine-3-carboxamide OC(CN1N=C(C(=C1)NC(=O)C=1C=NN2C1N=CC=C2)C2=C(C=CC=C2)OC(C)C)(C)C